C(C(=O)O)(=O)O.C1CCC12CNC2.C2CCC21CNC1 6-azaspiro[3.3]heptane hemioxalate